ClC1=NC(=CC(=C1)C(F)F)OC1CN(C1)C 2-chloro-4-(difluoromethyl)-6-(1-methylazetidin-3-yl)oxy-pyridine